6-(4-([1,1'-biphenyl]-4-ylmethyl)-2,5-dimethylthiophene-3-carboxamido)spiro[3.3]heptane-2-carboxylic acid C1(=CC=C(C=C1)CC=1C(=C(SC1C)C)C(=O)NC1CC2(CC(C2)C(=O)O)C1)C1=CC=CC=C1